C(C)N(CC)CCC(C(=O)N)CCCCCCCCCCCCCCCC diethylaminoethylstearamide